C1CCC(CC1)[Si]2(O[Si]3(O[Si](O[Si]4(O[Si](O[Si](O2)(O[Si](O3)(O4)C5CCCCC5)C6CCCCC6)(C7CCCCC7)O)C8CCCCC8)(C9CCCCC9)O)C1CCCCC1)O 1,3,5,7,9,11,14-heptacyclohexyltricyclo[7.3.3.15,11]heptasiloxane-3,7,14-triol